8-bromo-3,6-dimethyl-2-(3-pyridinyl)benzopyran-4-one BrC1=CC(=CC=2C(C(=C(OC21)C=2C=NC=CC2)C)=O)C